OCC1(CCC1)NC=1C2=C(N=C(N1)C1=CC=C(C=C1)C(C(=O)OC)(C)C)CC[S@]2=O |r| (R/S)-methyl 2-(4-(4-((1-(hydroxymethyl)cyclobutyl)amino)-5-oxido-6,7-dihydrothieno[3,2-d]pyrimidin-2-yl)phenyl)-2-methylpropanoate